C(C1=CC=CC=C1)OC(=O)N=S(=O)(C)C1=CC=C(O1)C(=O)O 5-(N-benzyloxycarbonyl-S-methyl-sulfonimidoyl)furan-2-carboxylic acid